CC=1C(=NC=C(C1)OC[C@@H]1CN[C@@H](C1)C)S(=O)(=O)C 3-methyl-5-(((3S,5R)-5-methylpyrrolidin-3-yl)methoxy)-2-(methylsulfonyl)pyridine